2-amino-N-((1R)-1-(3-fluoro-2-pyridinyl)ethyl)-N-((3-fluoro-5-(trifluoromethyl)-2-pyridinyl)methyl)-3-methyl-6-quinolinecarboxamide NC1=NC2=CC=C(C=C2C=C1C)C(=O)N(CC1=NC=C(C=C1F)C(F)(F)F)[C@H](C)C1=NC=CC=C1F